3-Chloro-5,6-dihydropyridine-2(1h)-on ClC=1C(NCCC1)=O